CN(CCOC=1C=NC(=CC1)C=C)C N,N-dimethyl-2-[(6-vinyl-3-pyridyl)oxy]ethanamine